methyl 2-[(4-{1-[(4-chloro-2-fluorophenyl)methoxy]-1H-pyrazol-3-yl}piperidin-1-yl)methyl]-1-{[(2S)-oxetan-2-yl]methyl}-1H-benzimidazole-6-carboxylate ClC1=CC(=C(C=C1)CON1N=C(C=C1)C1CCN(CC1)CC1=NC2=C(N1C[C@H]1OCC1)C=C(C=C2)C(=O)OC)F